5-(6-methylindolin-1-yl)sulfonyl-2H-isoquinolin-1-one tert-butyl-(2-((5-(1,4-dimethyl-1H-pyrazol-5-yl)pyridin-2-yl)amino)-2-oxo-1-((1r,4r)-4-(trifluoromethyl)cyclohexyl)ethyl)carbamate C(C)(C)(C)N(C(O)=O)C(C(=O)NC1=NC=C(C=C1)C1=C(C=NN1C)C)C1CCC(CC1)C(F)(F)F.CC1=CC=C2CCN(C2=C1)S(=O)(=O)C1=C2C=CNC(C2=CC=C1)=O